FC=1C=C(N)C=CC1N1CCSCC1 3-fluoro-4-(4-thiomorpholinyl)aniline